BrC=1C=C(OCCCSCC=2NC(NC2)=O)C=CC1 4-[(3-Bromophenoxypropylthio)methyl]1,3-dihydroimidazol-2-one